(S)-N-(1-(3-(5-((dimethyl(oxo)-λ6-sulfaneylidene)amino)pyridin-2-yl)pyrazin-2-yl)ethyl)-3-(thietan-3-yloxy)-5-(trifluoromethyl)benzamide CS(=O)(C)=NC=1C=CC(=NC1)C=1C(=NC=CN1)[C@H](C)NC(C1=CC(=CC(=C1)C(F)(F)F)OC1CSC1)=O